FC(C1=C(C=CC=C1)CN1N=C(C=2CNCCC21)C(=O)OCC)F ethyl 1-[[2-(difluoromethyl) phenyl] methyl]-1h,4h,5h,6h,7h-pyrazolo[4,3-c]pyridine-3-carboxylate